FC(COC(=O)C1=CC=C(C=2C=C(OC21)CNC(=O)C=2C=NN1C2N=CC=C1)F)(F)F.CC1=C(C(=CC=C1)N)C1=C(C=CC=C1N)C 2,2'-dimethyl-6,6'-diaminobiphenyl 2,2,2-trifluoroethyl-4-fluoro-2-((pyrazolo[1,5-a]pyrimidine-3-carboxamido)methyl)benzofuran-7-carboxylate